4-(3,5-dimethylisoxazol-4-yl)-N1-(1-methylpiperidin-4-yl)benzene-1,2-diamine CC1=NOC(=C1C=1C=C(C(=CC1)NC1CCN(CC1)C)N)C